Calcium Aluminium Hydrate O.[Al].[Ca]